4-amino-5-methyl-4H-1,2,4-triazole-3-thiol NN1C(=NN=C1C)S